3,3-dihydroxycarbamoyl-heptanoic acid OC(C(C(=O)O)C(N)=O)(CCCC)O